C(C)C1OCCCNC1 2-ethyl-1,4-oxaazepane